N1=C(C=CC=C1)SSC(OOOO)CCCCCCCCC 2-pyridyldithiotetraoxatetradecane